4-(4-(4-azabicyclo[5.1.0]octan-4-yl)-8-fluoro-2-(((2R,7aS)-2-fluorotetrahydro-1H-pyrrolizin-7a(5H)-yl)methoxy)pyrido[4,3-d]pyrimidin-7-yl)-5-ethynyl-6-fluoronaphthalen-2-ol C12CCN(CCC2C1)C=1C2=C(N=C(N1)OC[C@]13CCCN3C[C@@H](C1)F)C(=C(N=C2)C2=CC(=CC1=CC=C(C(=C21)C#C)F)O)F